ClC=1C=C(C=CC1F)C(C=1NC=C(N1)C(=O)OC)C1=CC(=C(C=C1)F)Cl methyl 2-(bis(3-chloro-4-fluorophenyl)methyl)-1H-imidazole-4-carboxylate